ClC=1C(=CN(C1)CC(F)F)B(O)O 4-CHLORO-1-(2,2-DIFLUOROETHYL)-PYRROL-3-YLBORONIC ACID